benzyl 4-(2-{[(2R,7aS)-2-fluoro-hexahydro-1H-pyrrolizin-7a-yl]methoxy}-7-(3-chloro-2-cyclopropyl-5-hydroxyphenyl)-8-fluoropyrido[4,3-d]pyrimidin-4-yl)-4-methylpiperidine-1-carboxylate F[C@@H]1C[C@@]2(CCCN2C1)COC=1N=C(C2=C(N1)C(=C(N=C2)C2=C(C(=CC(=C2)O)Cl)C2CC2)F)C2(CCN(CC2)C(=O)OCC2=CC=CC=C2)C